FC=1C(=C(C=CC1F)[C@H]1[C@@H](O[C@]([C@H]1C)(C(F)(F)F)C)C(=O)NC=1C=NC(=CC1)[C@H](CNC(C)(C)C)O)OC (2R,3S,4S,5R)-3-(3,4-difluoro-2-methoxyphenyl)-N-(6-((S)-2-(tert-butylamino)-1-hydroxyethyl)pyridin-3-yl)-4,5-dimethyl-5-(trifluoromethyl)tetrahydrofuran-2-carboxamide